CC1(N(CCC2=C1N=C(N=C2N2[C@@H](COCC2)C)C2=C1C=CNC1=CC=C2)C(C2=CC(=C(C=C2)OC)OC)=O)C (R)-8,8-dimethyl-2-(1H-indol-4-yl)-7-(3,4-dimethoxybenzoyl)-4-(3-methylmorpholine-4-yl)-5,6,7,8-tetrahydropyrido[3,4-d]pyrimidine